FC=1C(=C2C(=NC1C)N(N=C2C)COCC[Si](C)(C)C)[Sn](CCCC)(CCCC)CCCC 5-fluoro-3,6-dimethyl-4-(tributylstannyl)-1-((2-(trimethylsilyl)ethoxy)methyl)-1H-pyrazolo[3,4-b]Pyridine